The molecule is a synthetic dipyrrin derived from rings A and D of bilirubin IXalpha in which C-9 carries a 2-(4-sulfophenyl)diazenyl substituent. It is an azo compound and a member of dipyrrins. CC1=C(NC(=C1CCC(=O)O)N=NC2=CC=C(C=C2)S(=O)(=O)O)/C=C\\3/C(=C(C(=O)N3)C)C=C